3-chloro-5-(2-cyclopropyl-3-fluorophenyl)-4H-benzo[e][1,2,4]thiadiazine 1,1-dioxide ClC1=NS(C2=C(N1)C(=CC=C2)C2=C(C(=CC=C2)F)C2CC2)(=O)=O